Cl.NC1C(NCCC1)=O 3-aminopiperidone hydrochloride